ClC=1C=CC(=C(C1)C1=C(C=NN1COCC[Si](C)(C)C)N)OC 5-(5-chloro-2-methoxyphenyl)-1-((2-(trimethylsilyl)ethoxy)-methyl)-1H-pyrazol-4-amine